N1=C(C=CC=C1)[C@@H](C)NC(=O)[C@H]1CN(CC[C@@H]1NC(=O)C1=NOC(=C1)C1=C(C=C(C=C1F)F)F)C1C(CCC1)C (3S,4S)-1-(2-Methyl-cyclopentyl)-4-{[5-(2,4,6-trifluoro-phenyl)-isoxazole-3-carbonyl]-amino}-piperidine-3-carboxylic acid ((R)-1-pyridin-2-yl-ethyl)-amide